(R)-1-(3-(6-(2-hydroxy-6-methyl-4-(trifluoromethyl)phenyl)-2H-pyrazolo[3,4-b]pyridin-2-yl)pyrrolidin-1-yl)ethan-1-one OC1=C(C(=CC(=C1)C(F)(F)F)C)C=1C=CC=2C(N1)=NN(C2)[C@H]2CN(CC2)C(C)=O